C(C)(C)(C)C=1OC(=CN1)C(=O)NC1=C(C=C(C(=C1)C1=CC=2N(C(=C1)N1CCOCC1)N=C(N2)C)C)F 2-Tert-butyl-N-{2-fluoro-4-methyl-5-[2-methyl-5-(morpholin-4-yl)-[1,2,4]triazolo[1,5-a]pyridin-7-yl]phenyl}-1,3-oxazole-5-carboxamide